C1(CC1)C1=NN(C=C1C1=NC(=C(C=C1)F)C)CC1C(C1)CNC=1C=C2C(N(C(C2=CC1)=O)C1C(NC(CC1)=O)=O)=O 5-(((2-((3-Cyclopropyl-4-(5-fluoro-6-methylpyridin-2-yl)-1H-pyrazol-1-yl)methyl)cyclopropyl)methyl)amino)-2-(2,6-dioxopiperidin-3-yl)isoindoline-1,3-dione